OC1=C(C=NC2=CC(=CC=C12)C(F)(F)F)C(=O)O 4-hydroxy-7-trifluoromethyl-3-quinolinecarboxylic acid